para-Tyramine C1=CC(=CC=C1CCN)O